C1(CC1)C(=O)C=1NC2=CC=C(C=C2C1C=1N=NN(C1)CC1CCN(CC1)CCNS(=O)(=O)C1=CC=C(C=C1)C=1C(=NOC1C)C)F N-(2-(4-((4-(2-(cyclopropanecarbonyl)-5-fluoro-1H-indol-3-yl)-1H-1,2,3-triazol-1-yl)methyl)piperidin-1-yl)ethyl)-4-(3,5-dimethylisoxazol-4-yl)benzenesulfonamide